C[C@H]1[C@@H]([C@H]([C@@H]1C)C1=C(C=C(C=C1)OC)OC)C1=C(C=C(C=C1)OC)OC 4,4'-((1S,2S,3R,4R)-3,4-dimethylcyclobutane-1,2-diyl)bis(1,3-dimethoxybenzene)